3-(2-methylpropoxy)propan-1-ol CC(COCCCO)C